C([C@@H]1[C@@H]([C@@H]([C@H]([C@@H](O1)O[C@H]([C@@H](CO)O)[C@@H]([C@H](C(=O)O)O)O)O)O)O)O galactosylgluconic acid